1,2,3,4,4a,5,6,11b-Octahydrobenzo[2,3]oxepino[4,5-c]pyridin-2-ium chloride [Cl-].C1[NH2+]CCC2C1C1=C(OCC2)C=CC=C1